2,4,5,6-Tetraaminopyrimidine Trihydrochloride Cl.Cl.Cl.NC1=NC(=C(C(=N1)N)N)N